CC(C(=O)O)(C(CC)(C)C)C 2,2,3,3-tetramethylvaleric acid